NC=1C=CC(=C(C1)NC1=NC(=NC=C1)NC=1C=NN(C1)C)Cl N4-(5-amino-2-chlorophenyl)-N2-(1-methyl-1H-pyrazol-4-yl)pyrimidine-2,4-diamine